C(C)(C)(C)OC(=O)N1C[C@@H](N(CC1)C=1C2=C(N=CN1)N(C=C2C=C)C2=NC=CC(=C2)C#N)C (S)-4-(7-(4-cyanopyridin-2-yl)-5-vinyl-7H-pyrrolo[2,3-d]pyrimidin-4-yl)-3-methylpiperazine-1-carboxylic acid tert-butyl ester